C1(=CC=CC=C1)C1=NC(=NC(=N1)C1=CC=CC=C1)C=1C=C(C=CC1)C1=CC=CC(=N1)C1=C(C=CC=C1)O 2-(6-(3-(4,6-diphenyl-1,3,5-triazin-2-yl)phenyl)pyridin-2-yl)phenol